N-benzyl-2-[4-(7H-pyrrolo-[2,3-d]pyrimidin-4-yl)-1H-pyrazol-1-yl]propanamide C(C1=CC=CC=C1)NC(C(C)N1N=CC(=C1)C=1C2=C(N=CN1)NC=C2)=O